NC1=C(C(=NN1C(C)C)C1=CC=C(C=N1)C(C(=O)NC1=NOC(=C1)C(C)(CC)C)C)C#N 2-[6-(5-Amino-4-cyano-1-isopropylpyrazol-3-yl)pyridin-3-yl]-N-[5-(2-methylbutan-2-yl)-1,2-oxazol-3-yl]propanamide